NC([C@H](CCC(=O)OC(C)(C)C)N1C(C2=CC=CC(=C2C1)OCC1=C(C=C(C=C1)CN1CCN(CC1)C1=CC(=C(C=C1)C#N)C#N)F)=O)=O tert-butyl (S)-5-amino-4-(4-((4-((4-(3,4-dicyanophenyl)piperazin-1-yl)methyl)-2-fluorobenzyl)oxy)-1-oxoisoindolin-2-yl)-5-oxopentanoate